benzyl N-[2-(2-bromoethoxy)ethyl]carbamate BrCCOCCNC(OCC1=CC=CC=C1)=O